3-diphenylphosphino-5-phenyl-4-(2-phenylnaphthalen-1-yl)pyrazole C1(=CC=CC=C1)P(C1=NNC(=C1C1=C(C=CC2=CC=CC=C12)C1=CC=CC=C1)C1=CC=CC=C1)C1=CC=CC=C1